lithium triethoxysilyl propionate C(CC)(=O)O[Si](OCC)(OCC)OCC.[Li]